1-Ethyl-N-(4-((2-methyl-4-(4-(trifluoromethyl)piperidin-1-yl)phenyl)amino)benzyl)-5-oxopyrrolidine-3-carboxamide C(C)N1CC(CC1=O)C(=O)NCC1=CC=C(C=C1)NC1=C(C=C(C=C1)N1CCC(CC1)C(F)(F)F)C